[4-[[3-(2,3-difluoro-4-methoxy-phenyl)imidazo[1,2-a]pyrazin-8-yl]amino]-2-methyl-phenyl]-[4-[(3R,4S)-3-hydroxypiperidine-4-carbonyl]piperazin-1-yl]methanone hydrochloride Cl.FC1=C(C=CC(=C1F)OC)C1=CN=C2N1C=CN=C2NC2=CC(=C(C=C2)C(=O)N2CCN(CC2)C(=O)[C@@H]2[C@H](CNCC2)O)C